O1CCC(CC1)CN1C[C@@H]2[C@H](C1)CC(C2)NC2=CC=C(N=N2)C=2C=C(C=CC2)C(C)(C)O 2-[3-[6-[[(3aR,5s,6aS)-2-(tetrahydropyran-4-ylmethyl)-3,3a,4,5,6,6a-hexahydro-1H-cyclopenta[c]pyrrol-5-yl]amino]pyridazin-3-yl]phenyl]propan-2-ol